N-(2,6-difluoro-4-(trifluoromethyl)benzyl)pentan-3-amine FC1=C(CNC(CC)CC)C(=CC(=C1)C(F)(F)F)F